methyl-N-(3-(pyridin-2-yl)-1-(tetrahydro-2H-pyran-4-yl)-1H-pyrazol-4-yl)-[2,3'-bipyridine]-6-carboxamide CC=1C(=NC(=CC1)C(=O)NC=1C(=NN(C1)C1CCOCC1)C1=NC=CC=C1)C=1C=NC=CC1